tert-butyl 4-[2-(3-dibenzylamino-8-azabicyclo[3.2.1]oct-8-yl)acetyl]piperazin-1-carboxylate C(C1=CC=CC=C1)N(C1CC2CCC(C1)N2CC(=O)N2CCN(CC2)C(=O)OC(C)(C)C)CC2=CC=CC=C2